(1-(3-((2,3-dichlorophenyl)thio)-1H-pyrazolo[4,3-d]thiazol-5-yl)-4-methylpiperidin-4-yl)methylamine ClC1=C(C=CC=C1Cl)SC1=NNC2=C1N=C(S2)N2CCC(CC2)(C)CN